tert-butyl (1R)-1-({[6-(2,2,2-trifluoroethoxy)pyridin-2-yl]methoxy}methyl)-6-azaspiro[2.5]octane-6-carboxylate FC(COC1=CC=CC(=N1)COC[C@@H]1CC12CCN(CC2)C(=O)OC(C)(C)C)(F)F